4-isopropyl-4-methoxypiperidine HCl salt Cl.C(C)(C)C1(CCNCC1)OC